BrC1=CC(=C(O[C@H](C(=O)OC)C)C=C1)/C=N/O methyl (S,E)-2-(4-bromo-2-((hydroxyimino)methyl)phenoxy)propanoate